C(C)C(COC(CC1=CN(C2=CC=CC=C12)C1=NC(=NC=C1Cl)NC1=C(C=C2CCN(CC2=C1)C)OC)=O)CC 2-(1-(5-chloro-2-((6-methoxy-2-methyl-1,2,3,4-tetrahydroisoquinolin-7-yl)amino)pyrimidin-4-yl)-1H-indol-3-yl)acetic acid 2-ethylbutyl ester